((1-((6-chloropyridin-3-yl)amino)isoquinolin-6-yl)imino)(cyclopropyl)(methyl)-λ6-sulfanone ClC1=CC=C(C=N1)NC1=NC=CC2=CC(=CC=C12)N=S(=O)(C)C1CC1